6-[(N,N-dimethylamino)methyl]-7-hydroxy-3-(4-methoxyphenyl)-2,8-dimethyl-4H-chromen-4-one CN(C)CC=1C=C2C(C(=C(OC2=C(C1O)C)C)C1=CC=C(C=C1)OC)=O